FC1=C(C(=CC(=C1)C(NC)=O)F)C=1N=C2N(C=CC(=C2)C)C1C[C@H]1CN(CCO1)C(=O)OC.[C].[Na] sodium carbon methyl (S)-2-((2-(2,6-difluoro-4-(methylcarbamoyl)phenyl)-7-methylimidazo[1,2-a]pyridin-3-yl)methyl)morpholine-4-carboxylate